CCCCCCCCCCCC/C=C/C(=O)SCCNC(=O)CCNC(=O)[C@@H](C(C)(C)COP(=O)([O-])OP(=O)([O-])OC[C@@H]1[C@H]([C@H]([C@@H](O1)N2C=NC3=C(N=CN=C32)N)O)OP(=O)([O-])[O-])O The molecule is a monounsaturated fatty acyl-CoA(4-) arising from deprotonation of the phosphate and diphosphate functions of trans-2-pentadecenoyl-CoA; major species at pH 7.3. It is a conjugate base of a trans-2-pentadecenoyl-CoA.